C(C)(C)(C)OC(=O)N1CC2CCC(C1)N2C2=NC=C(C=C2)C=2C=1N(C=C(C2)C=2C=NN(C2)C)N=CC1Cl 8-(5-(3-chloro-6-(1-methyl-1H-pyrazol-4-yl)pyrazolo[1,5-a]pyridin-4-yl)pyridin-2-yl)-3,8-diazabicyclo[3.2.1]octane-3-carboxylic acid tert-butyl ester